[N-](S(=O)(=O)C(F)(F)F)S(=O)(=O)C(F)(F)F.C(C)[P+](CCCC)(CCCC)CCCC ethyltributyl-phosphonium bis(trifluoromethanesulfonyl)imide salt